OC(CCCCCCCCCCCC(=O)O)CCC(CC=CCC)O 13,16-Dihydroxy-heneicos-18-enoic acid